4-((2R,4S)-1-((5-cyclopropyl-7-methyl-1H-indol-4-yl)methyl)-4-(3-(trifluoromethyl)azetidin-1-yl)piperidin-2-yl)benzoic acid C1(CC1)C=1C(=C2C=CNC2=C(C1)C)CN1[C@H](C[C@H](CC1)N1CC(C1)C(F)(F)F)C1=CC=C(C(=O)O)C=C1